COC=1C=C2C(=CC(=NC2=CC1OC)C1=CC=C(C=C1)N1CCNCC1)NC1CCC(CC1)N N1-(6,7-dimethoxy-2-(4-(piperazin-1-yl)phenyl)quinolin-4-yl)cyclohexane-1,4-diamine